NCC#CCCCCCCC1=C(C=C2C(=NC(=NC2=C1)C)N[C@H](C)C1=CC(=CC=C1)Br)OC (R)-7-(9-aminonon-7-yn-1-yl)-N-(1-(3-bromophenyl)ethyl)-6-methoxy-2-methylquinazolin-4-amine